racemic-phenyl-glycine C1(=CC=CC=C1)NCC(=O)O